BrC1=C2C=C(N(C2=CC(=C1)SCCC1=CC(=C(C=C1)Cl)Cl)CC1=CC=C(C=C1)C(N(C)C)=O)C(=O)O 4-bromo-6-[2-(3,4-dichlorophenyl)ethyl-sulfanyl]-1-[[4-(dimethylcarbamoyl)phenyl]methyl]indole-2-carboxylic acid